selenomethionine N[C@@H](CC[Se]C)C(=O)O